3-((2,3-difluoro-4-(tetradecyloxy)phenyl)sulfonyl)-4-(4-(4-isopropylpiperazin-1-yl)-[1,4'-bipiperidin]-1'-yl)-6-(methylsulfinyl)quinoline FC1=C(C=CC(=C1F)OCCCCCCCCCCCCCC)S(=O)(=O)C=1C=NC2=CC=C(C=C2C1N1CCC(CC1)N1CCC(CC1)N1CCN(CC1)C(C)C)S(=O)C